CC(C(=O)C1=C(C=CC=C1)SC)(C)N1CCOCC1 2-methyl-1-[(methylthio)phenyl]-2-morpholino-1-propanone